CN1N=CC(=C1)NC1=NC=CC(=N1)N1C[C@H]2CC[C@@H](C1)N2C2CC(C2)C#N 3-[(1r,5s)-3-{2-[(1-methyl-1H-pyrazol-4-yl)amino]pyrimidin-4-yl}-3,8-diazabicyclo[3.2.1]oct-8-yl]cyclobutanecarbonitrile